(3-methoxy-4-((2-(trimethylsilyl)ethoxy)methoxy)benzyl)phosphonic acid diethyl ester C(C)OP(OCC)(=O)CC1=CC(=C(C=C1)OCOCC[Si](C)(C)C)OC